5-(3-methyl-1H-pyrazol-4-yl)tert-butylphenol CC1=NNC=C1C=1C=CC(=C(C1)O)C(C)(C)C